9-{4-[3-(1,1-difluoroethyl)phenoxy]phenyl}-3,4-dihydropyrido[2,1-c][1,2,4]thiadiazine 2,2-dioxide FC(C)(F)C=1C=C(OC2=CC=C(C=C2)C2=CC=CN3C2=NS(CC3)(=O)=O)C=CC1